N[C@H](C(=O)N1CC2=CC=CC=C2C1)[C@@H](CC)C (2S,3R)-2-amino-1-(isoindolin-2-yl)-3-methylpentan-1-one